2,6-Difluoro-3-(1-methyl-6-(5-(methylsulfonyl)-5,8-diazaspiro[3.5]nonan-8-yl)-1H-pyrazolo[3,4-d]pyrimidin-3-yl)-5-(trifluoromethyl)phenol FC1=C(C(=C(C=C1C1=NN(C2=NC(=NC=C21)N2CCN(C1(CCC1)C2)S(=O)(=O)C)C)C(F)(F)F)F)O